CS(=O)(=O)N1CCN(CC1)CC=1C=NN2C1N=CC=C2 3-((4-(methylsulfonyl)piperazin-1-yl)methyl)pyrazolo[1,5-a]pyrimidine